C1=C(C=CC=C1)S(=O)(=O)Cl o-benzenesulfonyl chloride